N[C@H](C(=O)N1CCN(CC1)C(C1=C(C=C(C=C1)NC=1C=2N(C=CN1)C(=CN2)C2=CC=C(C=C2)OC(F)F)C)=O)[C@@H](C)O (2S,3R)-2-amino-1-[4-[4-[[3-[4-(difluoromethoxy)phenyl]imidazo[1,2-a]pyrazin-8-yl]amino]-2-methylbenzoyl]piperazin-1-yl]-3-hydroxybutan-1-one